2-(10-((4-bromo-1H-indol-5-yl)carbamoyl)-5,6-dihydro-4H-benzo[b]thieno[2,3-d]oxocin-9-yl)-5-(isobutylcarbamoyl)benzoic acid BrC1=C2C=CNC2=CC=C1NC(=O)C1=CC2=C(OCCCC3=C2SC=C3)C=C1C1=C(C(=O)O)C=C(C=C1)C(NCC(C)C)=O